C(C)(C)(C)[Si](OCCC=O)(C)C 3-(tert-butyl-dimethyl-silanyloxy)-propanal